CC=1N=C(SC1C(=O)N1CCC(CC1)CCCCNC(=O)C1=CC=2C=NC=CC2N1)C N-(4-{1-[(dimethyl-1,3-thiazol-5-yl)carbonyl]piperidin-4-yl}butyl)-1H-pyrrolo[3,2-c]pyridine-2-carboxamide